9-(4-((1-(3-fluoropropyl)azetidin-3-yl)methyl)phenyl)-8-(2-(trifluoromethyl)phenyl)-6,7-dihydro-5H-benzo[7]annulene-3-carboxylic acid FCCCN1CC(C1)CC1=CC=C(C=C1)C1=C(CCCC2=C1C=CC(=C2)C(=O)O)C2=C(C=CC=C2)C(F)(F)F